5-[(2-amino-3-fluoropyridin-4-yl)methyl]-2-(2-fluoro-4-iodoanilino)-1-methyl-6-oxopyridine-3-carboxylic acid NC1=NC=CC(=C1F)CC1=CC(=C(N(C1=O)C)NC1=C(C=C(C=C1)I)F)C(=O)O